C(CC)(=O)N1CCOCC1 propionic acid morpholide